C(=O)([O-])C(O)C(O)C(=O)[O-].[Na+].[K+].[Cu](O)O copper hydroxide potassium sodium tartrate